tert-butyl N-[2-[3-[5-(chlorodifluoromethyl)-1,2,4-oxadiazol-3-yl]-5-oxo-7H-pyrrolo[3,4-b]pyridin-6-yl]cyclohexyl]carbamate ClC(C1=NC(=NO1)C=1C=C2C(=NC1)CN(C2=O)C2C(CCCC2)NC(OC(C)(C)C)=O)(F)F